7-((5-(1-(2-(dimethylamino)-ethyl)-2-oxopiperidin-4-yl)pyridin-2-yl)amino)-4-(7-fluoroimidazo[1,2-a]pyridin-3-yl)isoindolin-1-one CN(CCN1C(CC(CC1)C=1C=CC(=NC1)NC=1C=CC(=C2CNC(C12)=O)C1=CN=C2N1C=CC(=C2)F)=O)C